N1=CC(=CC=C1)C=1C=C(C=C(C1)C=1C=NC=CC1)C1=CC(=CC=C1)C1=CC(=CC(=C1)C=1C=NC=CC1)C=1C=NC=CC1 (1,3-di[3,5-di(pyridin-3-yl)phenyl])Benzene